NC[C@@]1(OC2=C(C1)C(=C(C=C2)Cl)C2=C(OCCN)C=CC=C2F)C2=CC=CC=C2 |o1:2| 2-(2-((2S*,4R)-2-(aminomethyl)-5-chloro-2-phenyl-2,3-dihydrobenzofuran-4-yl)-3-fluorophenoxy)ethan-1-amine